N,N-diethyl-3-hydroxynon-1-en-8-yn-1-amine oxide C(C)[N+](C=CC(CCCCC#C)O)(CC)[O-]